8-[(1R)-1-[(6-Chloro-2-methyl-3-pyridyl)amino]ethyl]-2-[1-(difluoromethyl)pyrazol-4-yl]-3,6-dimethyl-chromen-4-one ClC1=CC=C(C(=N1)C)N[C@H](C)C=1C=C(C=C2C(C(=C(OC12)C=1C=NN(C1)C(F)F)C)=O)C